(3-Methyloxetan-3-yl) N-[2-(1,3-benzodioxol-5-yl)-1-methyl-ethyl]-N-methyl-carbamate O1COC2=C1C=CC(=C2)CC(C)N(C(OC2(COC2)C)=O)C